NC([C@H](C[C@H]1C(NCCC1)=O)NC(=O)[C@@H]1[C@H]2C([C@H]2CN1C([C@@H](N)[C@H](OC(C)(C)C)C)=O)(C)C)=O (1R,2S,5S)-N-((S)-1-amino-1-oxo-3-((S)-2-oxopiperidin-3-yl)propan-2-yl)-3-(O-tert-butyl-L-threonyl)-6,6-dimethyl-3-azabicyclo[3.1.0]hexane-2-carboxamide